N-(3-(2-((2,3-dihydro-1H-inden-2-yl)amino)pyrimidin-5-yl)phenyl)-2-((methylsulfonyl)methyl)isonicotinamide C1C(CC2=CC=CC=C12)NC1=NC=C(C=N1)C=1C=C(C=CC1)NC(C1=CC(=NC=C1)CS(=O)(=O)C)=O